CO[C@@]12[C@H](CNC1)CN(C2)C(=O)OC(C)(C)C trans-tert-Butyl 3a-methoxyhexahydropyrrolo[3,4-c]pyrrole-2(1H)-carboxylate